CC1=NC2=CC=C(C=C2C(=C1)NC(C)C1=CC(=CC(=C1)C(F)(F)F)[N+](=O)[O-])N1CCN(CC1)C(C)=O 1-(4-(2-methyl-4-((1-(3-nitro-5-(trifluoromethyl)phenyl)ethyl)amino)quinolin-6-yl)piperazin-1-yl)ethan-1-one